ClCC(=O)NC=1C(=NC=C(C1)C#N)NC[C@H]1OCC1 (S)-2-chloro-N-(5-cyano-2-((oxetan-2-ylmethyl)amino)pyridin-3-yl)acetamide